ClC1=NC=CC(=N1)C#C[Si](C)(C)C 2-chloro-4-[(trimethylsilyl)ethynyl]pyrimidine